N-(3-fluorophenyl)-7-(5-(trifluoromethyl)-1,2,4-oxadiazol-3-yl)imidazo[1,2-a]pyridine-2-carboxamide FC=1C=C(C=CC1)NC(=O)C=1N=C2N(C=CC(=C2)C2=NOC(=N2)C(F)(F)F)C1